C(C)(C)[Sn](OC(C)(C)C)(OC(C)(C)C)OC(C)(C)C isopropyl-tri(t-butoxy)tin